C1([C@H](O)[C@H](O)[C@@H](O)[C@@H](O1)C)C(C(C(=O)[O-])(C(C(CCCCCCCC)O)=O)C1[C@H](O)[C@H](O)[C@@H](O)[C@@H](O1)C)(CCCCCCC)O L-rhamnosyl-L-rhamnosyl-β-hydroxydecanoyl-β-hydroxydecanoate